ClC1=CC(=C(C=C1)C=1C=NC(=NC1)C1CN(C1)C(CC[C@H]1NC(OC1)=O)=O)F (4R)-4-[3-[3-[5-(4-Chloro-2-fluoro-phenyl)pyrimidin-2-yl]azetidin-1-yl]-3-oxo-propyl]oxazolidin-2-one